(2R,3S)-3-Hydroxypyrrolidine-2-carboxylic acid O[C@@H]1[C@@H](NCC1)C(=O)O